(S)-3-amino-4-(2-trifluoromethylphenyl)-butyric acid N[C@H](CC(=O)O)CC1=C(C=CC=C1)C(F)(F)F